(S)-N-(1-(3-cyclopropyl-5-(2,2,2-trifluoroethoxy)phenyl)cyclopropyl)-3-(2,4-difluorophenyl)-3-hydroxybutanamide C1(CC1)C=1C=C(C=C(C1)OCC(F)(F)F)C1(CC1)NC(C[C@](C)(O)C1=C(C=C(C=C1)F)F)=O